3-{[(4-cyanophenyl)carbamoyl]amino}-3-{[1-methoxy-1,3-dioxo-3-({1,3,3-trimethylbicyclo[2.2.1]heptan-2-yl}oxy)propan-2-yl]carbamoyl}propanoic acid C(#N)C1=CC=C(C=C1)NC(=O)NC(CC(=O)O)C(NC(C(=O)OC)C(OC1C2(CCC(C1(C)C)C2)C)=O)=O